C(C)(C)(C)OC(=O)N[C@H](C(=O)OC)[C@@H](C1=CC=C(C=C1)OC)O methyl (2S,3R)-2-((tert-butoxycarbonyl)amino)-3-hydroxy-3-(4-methoxyphenyl)propionate